NC1=C(C2=C(S1)C(=CC=C2C=2C1=C(C=3C(=NC(=NC3C2Cl)OC[C@H]2CN(CCO2)C)N[C@H]2C(N(CC2)C)=O)COC1)F)C#N 2-Amino-4-(5-chloro-1-(((R)-1-methyl-2-oxopyrrolidin-3-yl)amino)-3-(((R)-4-methylmorpholin-2-yl)methoxy)-7,9-dihydrofuro[3,4-f]quinazolin-6-yl)-7-fluorobenzo[b]thiophene-3-carbonitrile